(6-((4-(methylamino)-5-(trifluoromethyl)pyrimidin-2-yl)amino)-1H-indazol-3-yl)(morpholino)methanone CNC1=NC(=NC=C1C(F)(F)F)NC1=CC=C2C(=NNC2=C1)C(=O)N1CCOCC1